N-methyl-pyridine-2-carboxamide CNC(=O)C1=NC=CC=C1